N-(4-(4-amino-5-(4-((azetidin-1-yl(oxo)(trifluoromethyl)-λ6-sulfanylidene)amino)phenyl)-7-methyl-7H-pyrrolo[2,3-d]pyrimidin-6-yl)phenyl)methacrylamide NC=1C2=C(N=CN1)N(C(=C2C2=CC=C(C=C2)N=S(C(F)(F)F)(=O)N2CCC2)C2=CC=C(C=C2)NC(C(=C)C)=O)C